3-[(3R,9aS)-8-(2-Chloro-3-methoxybenzoyl)-3-hydroxy-1,4,6,7,9,9a-hexahydropyrazino[2,1-c][1,4]oxazin-3-yl]-6-(trifluoromethyl)-1H-pyridin-2-on ClC1=C(C(=O)N2C[C@H]3CO[C@](CN3CC2)(O)C=2C(NC(=CC2)C(F)(F)F)=O)C=CC=C1OC